ClC=1C(=CC2=C(NC(=N2)C)C1)C=O 6-CHLORO-2-METHYL-1H-BENZO[D]IMIDAZOLE-5-CARBALDEHYDE